BrC1=C(C#N)C=C(C=C1)CP(=O)(OCC)OCC 2-bromo-5-(diethoxyphosphorylmethyl)benzonitrile